(R)-N-(2-(4-cyclopropylpiperazin-1-yl)-5-((6-(3-(2-fluoro-3-(trifluoromethyl)phenyl)isoxazolidin-2-yl)pyrimidin-4-yl)amino)-4-methoxyphenyl)acrylamide C1(CC1)N1CCN(CC1)C1=C(C=C(C(=C1)OC)NC1=NC=NC(=C1)N1OCC[C@@H]1C1=C(C(=CC=C1)C(F)(F)F)F)NC(C=C)=O